2-((S)-4-(7-(8-chloronaphthalen-1-yl)-2-(((S)-1-methylpyrrolidin-2-yl)methoxy)pyrido[2,3-d]pyrimidin-4-yl)piperazin-2-yl)acetonitrile ClC=1C=CC=C2C=CC=C(C12)C=1C=CC2=C(N=C(N=C2N2C[C@@H](NCC2)CC#N)OC[C@H]2N(CCC2)C)N1